N=1NC=C2C1CNC2=O 2H,4H,5H,6H-pyrrolo[3,4-c]pyrazol-4-one